ClC=1C=C(C=2C(C3=CC=C(C=C3NC2C1)CN1CCNCC1)(C)C)COCC 3-Chloro-1-(ethoxymethyl)-9,9-dimethyl-6-(piperazin-1-ylmethyl)-9,10-dihydroacridine